2-[(4-methoxyphenyl)methyl]-tetrahydroimidazo[4,3-c][1,4]oxazine-1,3-dione COC1=CC=C(C=C1)CN1C(N2C(COCC2)C1=O)=O